C1(CC1)C(=O)N1[C@@H](CCC1)C(=O)N[C@H](C1=CC=C(C=C1)C(C)C)C1=CC=CC=C1 (2S)-1-cyclopropanecarbonyl-N-[(S)-phenyl[4-(propan-2-yl)phenyl]methyl]pyrrolidine-2-carboxamide